ClC1=C(C2=C(C=3C(=NC(=NC13)SCC)NCC=1N=NC=CC1)COC2)C2=C(C=CC=1SC(=C(C12)C#N)NC(OC(C)(C)C)=O)F tert-Butyl (4-(5-chloro-3-(ethylthio)-1-((pyridazin-3-ylmethyl)amino)-7,9-dihydrofuro[3,4-f]quinazolin-6-yl)-3-cyano-5-fluorobenzo[b]thiophen-2-yl)carbamate